ethyl 5-bromo-2-methylbenzoate BrC=1C=CC(=C(C(=O)OCC)C1)C